6-cyanopyridine-2-carboxylic acid methyl ester COC(=O)C1=NC(=CC=C1)C#N